(S)-N7-(1-((tert-butyldiphenylsilyl)oxy)hexan-3-yl)-1-((4-methoxy-6-(prop-1-en-2-yl)pyridin-3-yl)methyl)-1H-pyrazolo[4,3-d]pyrimidine-5,7-diamine [Si](C1=CC=CC=C1)(C1=CC=CC=C1)(C(C)(C)C)OCC[C@H](CCC)NC=1C2=C(N=C(N1)N)C=NN2CC=2C=NC(=CC2OC)C(=C)C